6-t-butylcarbazole C(C)(C)(C)C=1C=C2C=3C=CC=CC3NC2=CC1